BrC=1C2=C(C(=NC1)C1=CC(=C(C=C1)S(=O)(=O)C)C)C(=NN2)C2CC2 7-bromo-3-cyclopropyl-4-(3-methyl-4-methylsulfonyl-phenyl)-1H-pyrazolo[4,3-c]pyridine